C(C)(C)(C)OC(=O)N1[C@@H](CCC1)C=1NC(=C(N1)C1=CC=C(C=C1)C(NC1=NC=CC(=C1)F)=O)C(=O)OCC (S)-ethyl 2-(1-(tert-butoxycarbonyl)pyrrolidin-2-yl)-4-(4-((4-fluoropyridin-2-yl)carbamoyl) phenyl)-1H-imidazole-5-carboxylate